ClC1=C(C(=O)NC2CC(C2)N2C3=NC=NC(=C3N=C2)NC2=CC=C(C=C2)N2CCC(CC2)CN2CCN(CC2)C=2C=C3C(N(C(C3=CC2)=O)[C@@H]2C(NC(CC2)=O)=O)=O)C(=CC=C1)Cl 2,6-dichloro-N-((1s,3s)-3-(6-((4-(4-((4-(2-(2,6-dioxopiperidin-3-yl)-1,3-dioxoisoindolin-5-yl)piperazin-1-yl)methyl)piperidin-1-yl)phenyl)amino)-9H-purin-9-yl)cyclobutyl)benzamide